FC(C(CNCC1=CC=C2C(=N1)N(C=N2)COCC[Si](C)(C)C)N)(F)F 3,3,3-trifluoro-N1-((3-((2-(trimethylsilyl)ethoxy)methyl)-3H-imidazo[4,5-b]pyridin-5-yl)methyl)propane-1,2-diamine